tert-butyl (S)-3-((6-fluoro-4-(4-fluorophenyl)-1,2,3,4-tetrahydroquinoxaline-1-carboxamido)methyl)pyrrolidine-1-carboxylate FC=1C=C2N(CCN(C2=CC1)C(=O)NC[C@H]1CN(CC1)C(=O)OC(C)(C)C)C1=CC=C(C=C1)F